(2R)-2-(4-Fluorophenyl)-N-[4-(5'-methyl-4'-oxo-3'-phenyl-1',4',5',7'-tetrahydrospiro[cyclobutan-1,6'-pyrrolo[3,2-c]pyridin]-2'-yl)pyridin-2-yl]propanamid FC1=CC=C(C=C1)[C@H](C(=O)NC1=NC=CC(=C1)C1=C(C=2C(N(C3(CC2N1)CCC3)C)=O)C3=CC=CC=C3)C